C(C)C1COC=2C(=C(C=C3C(CCN1C23)=O)F)F 3-ethyl-9,10-difluoro-3,5,6,7-tetrahydro-2H-[1,4]oxazino[2,3,4-ij]quinolin-7-one